C=1N=CN2C1C=CC=C2 imidazo-[1,5-a]pyridine